CC=1CCCC(C1)C 3,5-dimethylcyclohex-3-ene